N,2-dimethylindolizine-6-carboxamide CNC(=O)C1=CN2C=C(C=C2C=C1)C